COC(=O)C1=NN(C(C=C1Cl)=O)C1=C(C=CC=C1)F 4-chloro-1-(2-fluorophenyl)-6-oxo-1,6-dihydropyridazine-3-carboxylic acid methyl ester